(2S)-2-amino-N-(1-(6-((2-amino-2-oxo-1-phenylethyl)thio)-3,5-dicyano-4-ethylpyridin-2-yl)piperidin-4-yl)-3-hydroxypropionamide N[C@H](C(=O)NC1CCN(CC1)C1=NC(=C(C(=C1C#N)CC)C#N)SC(C(=O)N)C1=CC=CC=C1)CO